C(C)(C)(C)C=1C(=C(C=CC1)C(C)C)C(C)(C)C di-t-butyl-isopropyl-benzene